3-[6-(4-isopropyl-1,2,4-triazol-3-yl)-2-pyridyl]imidazolidin-2-one C(C)(C)N1C(=NN=C1)C1=CC=CC(=N1)N1C(NCC1)=O